ethylenediaminetetraacetic acid, ethylenediaminetetraacetic acid salt C(CN(CC(=O)O)CC(=O)O)N(CC(=O)O)CC(=O)O.C(CN(CC(=O)O)CC(=O)O)N(CC(=O)O)CC(=O)O